tert-Butyl 3-methyl-6-(2'-oxospiro[cyclobutane-1,3'-indoline]-5'-yl)-3,4-dihydropyridine-1(2H)-carboxylate CC1CN(C(=CC1)C=1C=C2C3(C(NC2=CC1)=O)CCC3)C(=O)OC(C)(C)C